(-)-6-(2,2-difluoroethyl)-8-[(1R,2R)-2-hydroxy-2-methylcyclopentyl]-2-{[1-(methylsulfonyl)piperidin-4-yl]amino}pyrido[2,3-d]pyrimidin-7(8H)-one FC(CC1=CC2=C(N=C(N=C2)NC2CCN(CC2)S(=O)(=O)C)N(C1=O)[C@H]1[C@](CCC1)(C)O)F